1-((R)-3'-(2-((S)-2-cyanopyrrolidin-1-yl)-2-oxoethyl)-2',4'-dioxo-2,3-dihydrospiro[indene-1,5'-oxazolidine]-5-yl)-3-methylurea C(#N)[C@H]1N(CCC1)C(CN1C(O[C@]2(C1=O)CCC1=CC(=CC=C12)NC(=O)NC)=O)=O